ClC1=CC=C(C=C1)C1=NN(C[C@@H]1C1=CC=CC=C1)\C(\N[C@@H]1C[C@@H](CC1)S(N)(=O)=O)=N/S(=O)(=O)C1=CC=C(C=C1)Cl (S,Z)-3-(4-chlorophenyl)-N'-((4-chlorophenyl)sulfonyl)-4-phenyl-N-((1S,3R)-3-sulfamoylcyclopentyl)-4,5-dihydro-1H-pyrazole-1-carboximidamide